FC1=CN=C2N1C=C(C=C2)C2=CNC=1N=C(N=CC12)N[C@H](COC)C (S)-5-(3-fluoroimidazo[1,2-a]pyridin-6-yl)-N-(1-methoxypropan-2-yl)-7H-pyrrolo[2,3-d]pyrimidin-2-amine